C(C)(C)(C)OC(CN1CCN(CCN(CCN(CC1)CC(OC(C)(C)C)=O)CC(OC(C)(C)C)=O)[C@H](C(=O)OC)CCC=C)=O methyl (2S)-2-[4,7,10-tris(2-tert-butoxy-2-oxoethyl)-1,4,7,10-tetraazacyclododecan-1-yl]hex-5-enoate